FC(OC=1C(=NC=CC1)C)F 3-(difluoromethoxy)-2-methylpyridine